N-(4-((3,5-difluoro-4-(4-(trifluoromethyl)piperidin-1-yl)phenyl)amino)benzyl)-5-oxopyrrolidine-3-carboxamide FC=1C=C(C=C(C1N1CCC(CC1)C(F)(F)F)F)NC1=CC=C(CNC(=O)C2CNC(C2)=O)C=C1